(2,4-dihydroxyphenyl)(2-hydroxyphenyl)methanone OC1=C(C=CC(=C1)O)C(=O)C1=C(C=CC=C1)O